C(C1=CC=CC=C1)OC1=NN(C2=C1C=NC(=C2)NC(OC(C)(C)C)=O)C2=CC=CC=C2 tert-butyl (3-(benzyloxy)-1-phenyl-1H-pyrazolo[4,3-c]pyridin-6-yl)carbamate